ClC1=CC2=C(N(C(=N2)C2=NC(=CN=C2)C2=CC=C(C=C2)C(F)(F)F)C)C=C1 5-chloro-1-methyl-2-(6-(4-(trifluoromethyl)phenyl)pyrazin-2-yl)-1H-benzo[d]imidazole